S1C2=C(C(=C1)C(=O)N)CC=C2 4H-cyclopenta[b]thiophene-3-carboxamide